6-(4-aminophenyl)-2-methylpyridazin-3(2H)-one NC1=CC=C(C=C1)C=1C=CC(N(N1)C)=O